(R)-N-(7-fluoro-2-methyl-2H-indazol-5-yl)-4-(3-methylpiperazin-1-yl)-2,3-dihydro-1H-pyrrolo[2,3-b]pyridine-1-carboxamide formate C(=O)O.FC1=CC(=CC2=CN(N=C12)C)NC(=O)N1CCC=2C1=NC=CC2N2C[C@H](NCC2)C